(cis)-4-((9H-fluoren-9-yl) methyl) 1-tert-butyl 3,3-difluorotetrahydropyrrolo[3,2-b]pyrrole-1,4(2H,5H)-dicarboxylate FC1([C@H]2[C@@H](N(C1)C(=O)OC(C)(C)C)CCN2C(=O)OCC2C1=CC=CC=C1C=1C=CC=CC21)F